O=C1NC2(CN(C2)C(=O)O[C@@H]2C[C@@H](C2)OC2=CC=C(C=C2)Cl)CO1 cis-3-(4-chlorophenoxy)cyclobutyl 6-oxo-7-oxa-2,5-diazaspiro[3.4]octane-2-carboxylate